3-(5-(3-((diphenylmethylene)amino)phenyl)isoxazol-3-yl)-3-hydroxy-1-methylpyrrolidin-2-one C1(=CC=CC=C1)C(C1=CC=CC=C1)=NC=1C=C(C=CC1)C1=CC(=NO1)C1(C(N(CC1)C)=O)O